CCCCCCCCCCCCCCCCCC/C=C\OC[C@H](COP(=O)(O)OC[C@H](CO)O)OC(=O)CCCCCCCCCCCCCCC 1-(1Z-eicosenyl)-2-hexadecanoyl-glycero-3-phospho-(1'-sn-glycerol)